1-[(1S)-1-[2-(5-cyano-2-pyridyl)-1,2,4-triazol-3-yl]ethyl]-3-[2,4-dichloro-5-(1,1,2,2-tetrafluoroethoxy)phenyl]urea C(#N)C=1C=CC(=NC1)N1N=CN=C1[C@H](C)NC(=O)NC1=C(C=C(C(=C1)OC(C(F)F)(F)F)Cl)Cl